FC1(CN(C1)CC1=CC(=C2CNC(C2=C1)=O)C(F)(F)F)C 6-((3-fluoro-3-methylazetidin-1-yl)methyl)-4-(trifluoromethyl)isoindolin-1-one